C(#N)N[S@](=O)(=NC(NC1=C2CCCC2=CC=2CCCC12)=O)C=1OC=C(C1)C(C)(C)O |o1:3| (R) or (S)-N-cyano-N'-(1,2,3,5,6,7-hexahydro-s-indacen-4-ylcarbamoyl)-4-(2-hydroxypropan-2-yl)furan-2-sulfonimidamide